C(#N)C=1C=C(COC=2N=CC3=CC(=CC(=C3C2)C(=O)N2CCCCC2)C(=O)N2CCC(CC2)(C#N)C2=CC=CC=C2)C=CC1 1-(3-((3-cyanobenzyl)oxy)-5-(piperidine-1-carbonyl)isoquinoline-7-carbonyl)-4-phenylpiperidine-4-carbonitrile